C(C=C)(=O)N1[C@H](CN(CC1)C1=NC(=NC=2CC3(CCC12)CCCC1=C(C=CC=C13)Cl)OC[C@H]1N(CCC1)C)CC#N 2-((2S)-1-acryloyl-4-(5-chloro-2'-(((S)-1-methylpyrrolidin-2-yl)methoxy)-3,4,5',8'-tetrahydro-2H,6'H-spiro[naphthalene-1,7'-quinazolin]-4'-yl)piperazin-2-yl)acetonitrile